The molecule is an amino trisaccharide consisting of a 2-O-methyl-L-fucosyl residue at the non-reducing end linked (1->2) to an beta-D-galactosyl residue which is in turn linked (1->3) to an N-acetyl-alpha-D-galactosamine. C[C@H]1[C@H]([C@H]([C@@H]([C@@H](O1)O[C@@H]2[C@H]([C@H]([C@H](O[C@H]2O[C@@H]3[C@H]([C@H](O[C@@H]([C@@H]3O)CO)O)NC(=O)C)CO)O)O)OC)O)O